C1(CCCC1)CC1=CC=CC(=N1)C1=CC(=C(C(=C1)F)N1CCC(CC1)CC(=O)O)F 2-[1-[4-[6-(cyclopentylmethyl)-2-pyridyl]-2,6-difluoro-phenyl]-4-piperidyl]acetic acid